6-chloro-4-fluoropyridin-3-ylboronic acid ClC1=CC(=C(C=N1)B(O)O)F